ClC=1C(=NC=C(C1)F)C(=O)NC1(CCN(CC1)C1=NC=C(C=C1)C=1C=2N(C=C(C1)OCCOC)N=CC2C#N)C 3-chloro-N-(1-(5-(3-cyano-6-(2-methoxyethoxy)pyrazolo[1,5-a]pyridin-4-yl)pyridin-2-yl)-4-methylpiperidin-4-yl)-5-fluoropicolinamide